7-[dimethyl(oxo)-λ5-phosphoranyl]-3-(2-{[(3S)-1-(2,2-dimethyl-4-oxo-5-aza-3-oxadeca-10-yl)hexahydropyridin-3-yl]amino}-5-(trifluoromethyl)pyrimidin-4-yl)-1H-indole-6-carboxylic acid CP(C=1C(=CC=C2C(=CNC12)C1=NC(=NC=C1C(F)(F)F)N[C@@H]1CN(CCC1)CCCCCNC(OC(C)(C)C)=O)C(=O)O)(=O)C